C(C)C1=C(C(=CC(=C1N)CC)CC)N 2,4,6-triethyl-1,3-phenylenediamine